FC=1C=C(C=CC1F)C1=NN2C(NC(C3=C2SC=C3C(=O)OC)=O)=C1 methyl 2-(3,4-difluorophenyl)-5-oxo-4,5-dihydropyrazolo[1,5-a]thieno[3,2-e]pyrimidine-6-carboxylate